CC(C(CC(=O)O)NC)C 4-methyl-3-(methylamino)pentanoic acid